C1(=CC=CC=C1)P(C1=CC=CC=C1)C1=CC=CC=C1.[Au+] gold(I) triphenylphosphane